3,4-dihydroxyl-benzonitrile dilithium [Li].[Li].OC=1C=C(C#N)C=CC1O